NC1=C(C=CC(=N1)C1=CC(=C(C(=O)NC=2C(=NNC2Cl)C)C=C1F)O[C@H](C(F)(F)F)C)C (S)-4-(6-amino-5-methylpyridin-2-yl)-N-(5-chloro-3-methyl-1H-pyrazol-4-yl)-5-fluoro-2-((1,1,1-trifluoropropan-2-yl)oxy)benzamide